C(C)(=O)C1=NN(C2=CC=C(C=C12)C=1C=NC(=NC1)C)CC(=O)N1[C@@H](C[C@H](C1)F)C(=O)NC1=NC(=CC=C1C)C(C)(F)F (2S,4R)-1-(2-(3-acetyl-5-(2-methylpyrimidin-5-yl)-1H-indazol-1-yl)acetyl)-N-(6-(1,1-difluoroethyl)-3-methylpyridin-2-yl)-4-fluoropyrrolidine-2-carboxamide